(3S,4R)-1-methyl-p-menthane-3,9-diol CC1(C[C@@H]([C@H](CC1)C(CO)C)O)C